ClC1=CC(=C(C=C1)[C@@H](CC1=NC(=NC(=N1)N[C@@H](CO)CC(C)C)NS(=O)(=O)C)C)F N-(4-((R)-2-(4-chloro-2-fluorophenyl)propyl)-6-(((R)-1-hydroxy-4-methylpent-2-yl)amino)-1,3,5-triazin-2-yl)methanesulfonamide